C1(CCCCC1)CN1N=CC(=C1C)C=1C(=NC(=CC1)N1CC2=C(C=CC=C2CC1)C(NC=1SC2=NC=CC=C2N1)=O)C(=O)NS(=O)(=O)CCCCCC(=O)O 6-(N-(3-(1-(cyclohexylmethyl)-5-methyl-1H-pyrazol-4-yl)-6-(8-(thiazolo[5,4-b]pyridin-2-ylcarbamoyl)-3,4-dihydroisoquinolin-2(1H)-yl)picolinoyl)sulfamoyl)hexanoic acid